C(C)(C)C1N=CC2=CN=C(C=C2C1)OC 3-isopropyl-6-methoxy-3,4-dihydro-2,7-naphthyridine